ClC1=C(C(=O)OC)C=C(C=C1B1OC(C(O1)(C)C)(C)C)O methyl 2-chloro-5-hydroxy-3-(4,4,5,5-tetramethyl-1,3,2-dioxaborolan-2-yl)benzoate